C(#N)C=1C=CC(=NC1)C=1C=C2C(=C(C(N(C2=NC1)CCN1CCOCC1)=O)C(=O)NC(C)C1=CC=C(C=C1)F)O 6-(5-cyanopyridin-2-yl)-N-(1-(4-fluorophenyl)ethyl)-4-hydroxy-1-(2-morpholinoethyl)-2-oxo-1,2-dihydro-1,8-naphthyridine-3-carboxamide